CC1=NC=C(C=C1NC(=O)C=1N=NN2C1C=CC(=C2)C=2C=NN(C2)C)NC(CN2CCC1(COC1)C2)=O N-[2-methyl-5-[[2-(2-oxa-7-azaspiro[3.4]octan-7-yl)acetyl]amino]-3-pyridyl]-6-(1-methylpyrazol-4-yl)triazolo[1,5-a]pyridine-3-carboxamide